1-Ethyl 6-(N-(3-(1-((1s,3s)-adamantan-1-ylmethyl)-5-methyl-1H-pyrazol-4-yl)-6-(methyl (5-methyl-6-(thiazolo[5,4-b]pyridin-2-ylamino)pyridazin-3-yl)amino)picolinoyl)sulfamoyl)hexanoate C12(CC3CC(CC(C1)C3)C2)CN2N=CC(=C2C)C=2C(=NC(=CC2)N(C=2N=NC(=C(C2)C)NC=2SC3=NC=CC=C3N2)C)C(=O)NS(=O)(=O)CCCCCC(=O)OCC